C(C1=CC=CC=C1)OC(C=C(C(=O)O)CC(=O)OCC1=CC=CC=C1)=O aconitic acid dibenzyl ester